[K+].N=1N=C(N2C1C=CC=C2)C(=O)[O-] [1,2,4]triazolo[4,3-a]pyridine-3-carboxylic acid potassium salt